C(#C)C=1SC=C(N1)NC(=O)N[C@@H](CO)C1=CC=C(C=C1)C=1CCCCC1 (R)-1-(2-ethynylthiazol-4-yl)-3-(2-hydroxy-1-(2',3',4',5'-tetrahydro-[1,1'-biphenyl]-4-yl)-ethyl)urea